2-[4-[5-[(5-acetyl-6,7-dihydro-4H-pyrazolo[1,5-a]pyrazin-2-yl)amino]-1-methyl-6-oxo-3-pyridyl]-3-(hydroxymethyl)-2-pyridyl]-3,4,6,7,8,9-hexahydropyrazino[1,2-a]indol-1-one C(C)(=O)N1CC=2N(CC1)N=C(C2)NC2=CC(=CN(C2=O)C)C2=C(C(=NC=C2)N2C(C=1N(C=3CCCCC3C1)CC2)=O)CO